CN1C=CC2=C1N=CN=C2ONC2=CC=CC=C2 ((7-Methyl-7H-pyrrolo[2,3-D]pyrimidin-4-yl)oxy)aniline